4,6-dichloro-5-methoxy-2-(pyridin-4-yl)pyrimidine ClC1=NC(=NC(=C1OC)Cl)C1=CC=NC=C1